(R)-3-methyl-4-((3-phenyloxetan-3-yl)amino)-N-(1-(piperidin-4-yl)ethyl)benzene-sulfonamide CC=1C=C(C=CC1NC1(COC1)C1=CC=CC=C1)S(=O)(=O)N[C@H](C)C1CCNCC1